COC(C1=C(C=C(C=C1)N1CC(C1)CO)C=O)=O.COC=1C=C(C=CC(=O)N(CCC2=CC=C(C=C2)O)OC)C=CC1OC 3,4-dimethoxycinnamoyl-methoxytyramine Methyl-2-formyl-4-(3-(hydroxymethyl)azetidin-1-yl)benzoate